[N+](=O)([O-])[O-].[NH4+].NC(CN1N=C(C=C1)C1=C(C=NC(=C1)C1=CC=C(C=C1)F)CNC(C=C)=O)=O N-((4-(1-(2-amino-2-oxoethyl)-1H-pyrazol-3-yl)-6-(4-fluorophenyl)pyridin-3-yl)methyl)acrylamide monoammonium nitrate